[Cl-].CP methylphosphine chloride